Cl.COC(=O)C1=CC=C(C=C1)C1=CC=C(C=C1)N1C(N(C2=NC=C(C=C21)OC)[C@@H]2CNCC2)=O (S)-4'-(6-methoxy-2-oxo-3-(pyrrolidin-3-yl)-2,3-dihydro-1H-imidazo[4,5-b]pyridin-1-yl)-[1,1'-biphenyl]-4-carboxylic acid methyl ester hydrochloride